tert-Butyl 3-(methanesulfonylmethyl)piperidine-1-carboxylate CS(=O)(=O)CC1CN(CCC1)C(=O)OC(C)(C)C